di-propylene glycol n-butyl ether C(CCC)OC(C)COC(C)CO